C1(=CC=CC=C1)C=1C=C(C2=CC=C3C=CC=NC3=C2N1)C1=CC=CC=C1 9,7-diphenyl-1,10-phenanthroline